[Na+].[Na+].[Na+].[Na+].N(C(C(=O)[O-])CC(=O)[O-])C(C(=O)[O-])CC(=O)[O-] iminodisuccinate tetrasodium